C1(CCCC1)C1=NC2=NC=NC(=C2N1)C(=O)NCC1=CC(=CC(=C1)C=1C=NN(C1)CC(F)(F)F)F 8-Cyclopentyl-N-(3-fluoro-5-(1-(2,2,2-trifluoroethyl)-1H-pyrazol-4-yl)benzyl)-7H-purine-6-Carboxamide